C(C)S(=O)(=O)C=1C(=NC(=CC1)F)C1=NC=2C(=NC=C(C2)C(C(F)(F)F)(F)F)N1C 2-(3-Ethylsulfonyl-6-fluoro-2-pyridyl)-3-methyl-6-(1,1,2,2,2-pentafluoroethyl)-imidazo[4,5-b]pyridine